N1C(=CC2=CC=CC=C12)CC1=CNC2=CC=CC=C12 3-((1H-indol-2-yl)methyl)-1H-indole